(R)-6,6'-bis(diphenylphosphinyl)biphenyl-2,2'-diol C1(=CC=CC=C1)P(=O)(C=1C=CC=C(C1C=1C(=CC=CC1P(=O)(C1=CC=CC=C1)C1=CC=CC=C1)O)O)C1=CC=CC=C1